ClC=1C=C2C(=NC=NC2=CC1C1=C(C=CC(=N1)N)C(F)(F)F)N1CC(NCC1)C(F)(F)F 6-[6-chloro-4-[3-(trifluoromethyl)piperazin-1-yl]quinazolin-7-yl]-5-(trifluoromethyl)pyridin-2-amine